C(C)OC1=CC(=C2C(=N1)NC=C2)C2=NC(=CC(=N2)N2[C@@H](COCC2)C)C2CCN(CC2)S(=O)(=O)C (R)-4-(2-(6-ethoxy-1H-pyrrolo[2,3-b]pyridin-4-yl)-6-(1-(methylsulfonyl)piperidin-4-yl)pyrimidin-4-yl)-3-methylmorpholine